N-allyl-6-bromo-N,3-dimethylpyridinecarboxamide C(C=C)N(C(=O)C1=NC(=CC=C1C)Br)C